ClC1=NC=C(C(=N1)C1=NN(C=C1)C1=CC=CC=C1)Cl 2,5-dichloro-4-(1-phenylpyrazol-3-yl)pyrimidine